O=C1N(C(C2=CC=CC=C12)=O)CCCC1=C2C(=NN1C)CCN2C=2C=C(O[C@H]1C[C@H](N(C1)C(=O)OC(C)(C)C)C(=O)OC)C=CC2 O1-tert-butyl O2-methyl (2S,4S)-4-[3-[3-[3-(1,3-dioxoisoindolin-2-yl)propyl]-2-methyl-5,6-dihydropyrrolo[3,2-c]pyrazol-4-yl]phenoxy]pyrrolidine-1,2-dicarboxylate